2-amino-5-chloro-3,6-difluoro-4-(6-fluoro-1-methyl-indazol-7-yl)benzamide NC1=C(C(=O)N)C(=C(C(=C1F)C=1C(=CC=C2C=NN(C12)C)F)Cl)F